1-(3-chlorophenyl)-1,1-difluoro-3-methylbutan-2-ol ClC=1C=C(C=CC1)C(C(C(C)C)O)(F)F